ClC1=C(C(=O)N2COC3=C(C2)C=CC=C3C3=CC(=C(C(=O)O)C=C3F)N3C2COCC3CC2)C(=CC(=C1)N1CCNC2(CC2)C1)Cl 4-[3-[2,6-Dichloro-4-(4,7-diazaspiro[2.5]octan-7-yl)benzoyl]-2,4-dihydro-1,3-benzoxazin-8-yl]-5-fluoro-2-(3-oxa-8-aza-bicyclo[3.2.1]octan-8-yl)benzoic acid